CNC=1N=CC(=C2C=C(N=CC12)NC(=O)C1CC1)C=1OC2=C(N1)C=C(C=C2)OC2CN(C2)C2COCC2 N-(8-(methylamino)-5-(5-((1-(tetrahydrofuran-3-yl)azetidin-3-yl)oxy)benzo[d]oxazol-2-yl)-2,7-naphthyridin-3-yl)cyclopropanecarboxamide